C1(C(C(C(C(C1Br)Br)Br)Br)Br)Br hexabromocyclohexane